N1=CC=C(C=C1)CCCS(=O)(=O)O.O=C1NC(CCC1N1C(C2=CC=CC(=C2C1)NCCCCCCCCC=O)=O)=O 9-((2-(2,6-dioxopiperidine-3-yl)-1-oxo-isoindoline-4-yl)amino)nonanal (pyridin-4-yl)ethyl-methanesulfonate